4-hydroxy-6-((pyridine-2-ylmethyl)amino)pyrazolo[1,5-a]Pyridine-3-carbonitrile OC=1C=2N(C=C(C1)NCC1=NC=CC=C1)N=CC2C#N